COC1=NN(C(=C1)C)C1=NC(=CC=C1CO)N1C=NC2=C1C=CC(=C2)NC=2N=NC(=CC2)C [2-(3-methoxy-5-methyl-pyrazol-1-yl)-6-[5-[(6-methylpyridazin-3-yl)amino]benzimidazol-1-yl]-3-pyridyl]methanol